O=C1N(CCCC12CCNCC2)C(C(=O)N)CC 2-(1-oxo-2,9-diazaspiro[5.5]undec-2-yl)butanamide